FC(C=1C(=C(C=CC1)[C@@H](C)NC1=NC(=NC2=CC(=C(C=C12)C1CCC(CC1)C(=O)O)OC)C)C)F (1R,4R)-4-(4-(((R)-1-(3-(difluoromethyl)-2-methylphenyl)ethyl)amino)-7-methoxy-2-methyl-quinazolin-6-yl)cyclohexane-1-carboxylic acid